Cl.CC1OCC2(C1N)CCNCC2 3-methyl-2-oxa-8-azaspiro[4.5]decane-4-amine hydrochloride Salt